(1S,3S)-3-AMINOCYCLOPENTANECARBOXYLIC ACID N[C@@H]1C[C@H](CC1)C(=O)O